[N+](=O)([O-])C1=C(C=CC=C1)NC1=C(C=CC=C1C1=C(C(=C(C(=C1[2H])[2H])[2H])[2H])[2H])C1=C(C(=C(C(=C1[2H])[2H])[2H])[2H])[2H] N-(2-nitrophenyl)-[1,1':3',1''-terphenyl]-2,2'',3,3'',4,4'',5,5'',6,6''-d10-2'-amine